perdeutero-morpholin [2H]N1C(C(OC(C1([2H])[2H])([2H])[2H])([2H])[2H])([2H])[2H]